C(C)(C)(C)OC(=O)N1CCN(CC1)CCCCN1CCN(CC1)C=1C=C2C(N(C(C2=CC1)=O)C1C(NC(CC1)=O)=O)=O 4-(4-{4-[2-(2,6-Dioxopiperidin-3-yl)-1,3-dioxoisoindol-5-yl]piperazin-1-yl}-butyl)piperazine-1-carboxylic acid tert-butyl ester